(S)-N-[(1R)-1-(3-benzyloxy-5-bromo-phenyl)ethyl]-2-methyl-propane-2-sulfinamide C(C1=CC=CC=C1)OC=1C=C(C=C(C1)Br)[C@@H](C)N[S@@](=O)C(C)(C)C